methyl N-[6-(3-iodobenzoyl)-1H-benzimidazol-2-yl]carbamate IC=1C=C(C(=O)C=2C=CC3=C(NC(=N3)NC(OC)=O)C2)C=CC1